C1N(CC12CNC2)C=2C=CC=C1C=CC=CC21 8-(2,6-diazaspiro[3.3]heptan-2-yl)naphthalene